OC(CN(CC(C)O)CC(C)O)C tris(2-hydroxypropyl)-amine